C(C(=C)C)(=O)NC1=C(C=CC=C1)O methacrylamido-phenol